N-[3-chloro-4-(3-fluorobenzyloxy)phenyl]-6-[2-[2-(methylsulfonyl)ethylaminomethyl]thiazol-4-yl]quinazolin-4-amine dihydrochloride Cl.Cl.ClC=1C=C(C=CC1OCC1=CC(=CC=C1)F)NC1=NC=NC2=CC=C(C=C12)C=1N=C(SC1)CNCCS(=O)(=O)C